2,2',4,4',6,6'-biphenylhexacarbonyl chloride C=1(C(=CC(=CC1C(=O)Cl)C(=O)Cl)C(=O)Cl)C=1C(=CC(=CC1C(=O)Cl)C(=O)Cl)C(=O)Cl